(6R)-6-Azido-3-methyl-2-[2-(trimethylsilyl)ethoxylmethyl]-2H,4H,5H,6H-cyclopenta[c]pyrazole N(=[N+]=[N-])[C@@H]1CCC=2C1=NN(C2C)COCC[Si](C)(C)C